FC(C=1C=2N(N=C(C1)C=1C=C(C=3C(=NN(N3)C3CCN(CC3)CCOC)C1)F)C=C(N2)C)F 6-[8-(difluoromethyl)-2-methyl-imidazo[1,2-b]pyridazin-6-yl]-4-fluoro-2-[1-(2-methoxyethyl)-4-piperidyl]benzotriazole